4-fluoro-2-hydroxybenzoic acid FC1=CC(=C(C(=O)O)C=C1)O